C(#N)C1=CC(=C(C=C1)[C@H]1N(C(N(C(=C1C#N)C)C1=CC(=CC=C1)C(F)(F)F)=O)C)S(=O)(=O)C (4S)-4-[4-cyano-2-(methylsulfonyl)phenyl]-3,6-dimethyl-2-oxo-1-[3-(trifluoromethyl)phenyl]-1,2,3,4-tetrahydropyrimidine-5-carbonitrile